C(C)(=O)C1=CN(C2=C(C=C(C=C12)C=1C=NC(=NC1)C)C)CC(=O)N1[C@@H]2C[C@@]2(C[C@H]1C(=O)NC1=NC(=CN=C1)Br)C (1R,3S,5R)-2-(2-(3-acetyl-7-methyl-5-(2-methylpyrimidin-5-yl)-1H-indol-1-yl)acetyl)-N-(6-bromopyrazin-2-yl)-5-methyl-2-azabicyclo[3.1.0]hexane-3-carboxamide